C(=C)C(CO)CO 2-vinylpropane-1,3-diol